FC1=C2C=C(C=NC2=CC(=C1)F)C(=O)[O-].[Li+] Lithium 5,7-difluoroquinoline-3-carboxylate